2-bromo-6-(1-(2-chlorophenyl)vinyl)aniline BrC1=C(N)C(=CC=C1)C(=C)C1=C(C=CC=C1)Cl